O1COC2=C1C=CC(=C2)CNC2=C(C=C(C=C2)S(=O)(=O)NC)C=2N=CN(C2)C 4-(1,3-benzodioxol-5-ylmethylamino)-N-methyl-3-(1-methylimidazol-4-yl)benzenesulfonamide